C(C)N(C(=O)C=1C=NN(C1C(F)(F)F)C(C)C(C)SC)C1=CN=NC=C1 N-ethyl-N-(pyridazin-4-yl)-1-(3-(methylthio)butan-2-yl)-5-trifluoromethyl-1H-pyrazole-4-carboxamide